COC1=C(C(=CC=C1)OC[C@@H]1NCCOC1)C1=CC(=NN1)NC=1N=CC(=NC1)C#N (R)-5-((5-(2-methoxy-6-(morpholin-3-ylmethoxy)phenyl)-1H-pyrazol-3-yl)amino)pyrazine-2-carbonitrile